C(=O)(O)CCCCC[P+](C1=CC=C(C=C1)C(F)(F)F)(C1=CC=C(C=C1)C(F)(F)F)C1=CC=C(C=C1)C(F)(F)F 5-carboxypentyl-tris[4-(trifluoromethyl)phenyl]phosphonium